4-(1-Benzylpiperidin-4-yl)morpholine C(C1=CC=CC=C1)N1CCC(CC1)N1CCOCC1